(2-((2-(1-(4-chlorophenyl)-2,5-dimethyl-1H-pyrrole-3-carbonyl)-5-(pyrrolidin-1-yl)phenyl)amino)-2-oxoethyl)carbamic acid tert-butyl ester C(C)(C)(C)OC(NCC(=O)NC1=C(C=CC(=C1)N1CCCC1)C(=O)C1=C(N(C(=C1)C)C1=CC=C(C=C1)Cl)C)=O